ClC=1C(=C(SC1C1=CC(=CC=C1)NC1CCN(CC1)S(=O)(=O)C(C)(C1=CC(=CC=C1)[N+](=O)[O-])C)C(=O)OC(C)(C)C)OCC(=O)OCC tert-butyl 4-chloro-3-(2-ethoxy-2-oxo-ethoxy)-5-[3-[[1-[1-methyl-1-(3-nitrophenyl)ethyl]sulfonyl-4-piperidyl]amino]phenyl]thiophene-2-carboxylate